C(C1=CC=CC=C1)OC1=C2C(=NC(=NC2=C(C=C1)C)C=1OC2=C(C1C)C=CC=C2)O 5-(benzyloxy)-8-methyl-2-(3-methyl-1-benzofuran-2-yl)quinazolin-4-ol